3-(azepan-1-yl)-5-methyl-6-(3-methylthiophen-2-yl)pyridazine-4-carboxylic acid N1(CCCCCC1)C=1N=NC(=C(C1C(=O)O)C)C=1SC=CC1C